5-(tert-butyldimethylsilyloxy)pentylmagnesium chloride [Si](C)(C)(C(C)(C)C)OCCCCC[Mg]Cl